6-(1-Methylbenzimidazol-4-yl)-3-(4-morpholinoanilino)-5-(2-pyridylamino)pyrazin-2-carboxamid CN1C=NC2=C1C=CC=C2C2=C(N=C(C(=N2)C(=O)N)NC2=CC=C(C=C2)N2CCOCC2)NC2=NC=CC=C2